3-chloro-5-(4-(trifluoromethyl)-1H-pyrazol-1-yl)pyridazine ClC=1N=NC=C(C1)N1N=CC(=C1)C(F)(F)F